COC(=O)[C@H]1N([C@H]([Se][C@@H]1C12CC3CC(CC(C1)C3)C2)C(C)(C)C)C=O (2r,4r,5r)-5-((3r,5r,7r)-adamantan-1-yl)-2-(tert-butyl)-3-formyl-1,3-selenazolidine-4-carboxylic acid methyl ester